C(#N)C1=CC(=C(C(=C1)C(C)C)NC(=O)N=[S@](=O)(N)C=1SC(=CC1)C(C)(C)O)C(C)C (R)-N'-((4-cyano-2,6-diisopropylphenyl)carbamoyl)-5-(2-hydroxypropan-2-yl)thiophene-2-sulfonimidamide